2-(pyridin-3-yl)propionic acid ethyl ester C(C)OC(C(C)C=1C=NC=CC1)=O